N-(trimethylsilyl)-2,3-dichloro-2,3-difluoropropionamide C[Si](NC(C(C(F)Cl)(F)Cl)=O)(C)C